CC=1C(=NC(=C(C1)NC(OC1=CC=C(C=C1)C)=O)C1=CC=CC=C1)C=1C=NC(=CC1)COC(=O)OC1=CC=C(C=C1)C p-tolyl (3-methyl-6-phenyl-6'-((((p-tolyloxy) carbonyl)oxy)methyl)-[2,3'-bipyridin]-5-yl)carbamate